N-[(1R,3S)-3-{[6-chloro-2-(trifluoromethyl)quinolin-4-yl]amino}cyclohexyl]-1-(2-fluoroethyl)-2-methyl-1H-pyrrole-3-carboxamide ClC=1C=C2C(=CC(=NC2=CC1)C(F)(F)F)N[C@@H]1C[C@@H](CCC1)NC(=O)C1=C(N(C=C1)CCF)C